COC1CCC(CC1)CC(=O)OCC ethyl 2-((1s,4s)-4-methoxycyclohexyl)acetate